COC=1C=C(CN2N=CC3=C(C2=O)N(C2=C3N(N=C2)C)C)C=CC1 6-(3-methoxybenzyl)-1,4-dimethyl-4,6-dihydropyrazolo[3',4':4,5]pyrrolo[2,3-d]pyridazin-5(1H)-one